2-bromo-5-chloro-N-(2-(methylamino)phenyl)isonicotinamide BrC=1C=C(C(=O)NC2=C(C=CC=C2)NC)C(=CN1)Cl